BrC1=CC(=NC=C1)CC(C)(O)C 1-(4-bromo-2-pyridyl)-2-methyl-propan-2-ol